2-(3-(1-methoxy-2-(4-methyl-4H-1,2,4-triazol-3-yl)ethyl)phenyl)-4-(trifluoromethyl)isoindolin-1-one COC(CC1=NN=CN1C)C=1C=C(C=CC1)N1C(C2=CC=CC(=C2C1)C(F)(F)F)=O